β-mercaptoethanol-dithiothreitol SC[C@@H](O)[C@H](O)CS.SCCO